C1CC(OC1)(C2=CC=CC=C2)C3=CC=CC=C3 Diphenyltetrahydrofuran